[methyl]-4(3H)-quinazolinone CC1=NC2=CC=CC=C2C(N1)=O